C(C)(C)(C)P(CCNCCP(C(C)(C)C)C(C)(C)C)C(C)(C)C Bis[2-(di-tert-butylphosphino)-ethyl]amine